3,6-Dichloropicolinic acid ClC=1C(=NC(=CC1)Cl)C(=O)O